N'-(ethylcarbonimidoyl)-N,N-dimethylpropane-1,3-diamine hydrochloride Cl.C(C)C(=N)NCCCN(C)C